tert-butyl 4-(6-(2,6-dimethylpyridin-4-yl)-3-methyl-1H-indol-2-yl)-3,6-dihydropyridine-1(2H)-carboxylate CC1=NC(=CC(=C1)C1=CC=C2C(=C(NC2=C1)C=1CCN(CC1)C(=O)OC(C)(C)C)C)C